C1(CCC(N1)=O)=O succinic acid imide